C(CCC)SC(=S)SC(C(=O)O)C 2-(Butylthiocarbonothioylthio)propanoic acid